S(=O)(=O)(O)CCCN(C)C sulfopropyl-dimethylamine